1-(6-{[6-(2-ethylphenyl)-5-(trifluoromethyl)pyridin-2-yl]Sulfamoyl}pyridin-2-yl)-4-propylpiperidine-4-carboxylic acid C(C)C1=C(C=CC=C1)C1=C(C=CC(=N1)NS(=O)(=O)C1=CC=CC(=N1)N1CCC(CC1)(C(=O)O)CCC)C(F)(F)F